7-((2S,5R)-4-(1-(4-fluoro-2-(1-methoxyethyl)phenyl)ethyl)-2,5-dimethylpiperazin-1-yl)-4-methyl-2,4-dihydro-5H-pyrazolo[4,3-b]pyridin-5-one FC1=CC(=C(C=C1)C(C)N1C[C@@H](N(C[C@H]1C)C=1C=2C(N(C(C1)=O)C)=CNN2)C)C(C)OC